C(#C)C1=CC(N(C=2N=C(N=CC21)NC2=C(C=CC=C2)OC)C2=CC=C(C=C2)NC(=O)C2CC2)=O N-(4-(5-Ethynyl-2-((2-methoxyphenyl)amino)-7-oxopyrido[2,3-d]pyrimidin-8(7H)-yl)phenyl)cyclopropanecarboxamide